C(C)(C)(C)OC(=O)N[C@@H]1CC[C@H](CC1)NC=1C=2N(N=CC1C(N)=NC1=C(C=CC(=C1)F)Cl)C=C(C2)C2=CC(=C(OCC(=O)OC)C=C2C)OC methyl 2-[4-[trans-4-[[4-(tert-butoxycarbonylamino)cyclohexyl]amino]-3-[N'-(2-chloro-5-fluoro-phenyl)carbamimidoyl]pyrrolo[1,2-b]pyridazin-6-yl]-2-methoxy-5-methyl-phenoxy]acetate